2,4-diisocyanato-1-methyl-cyclohexane copper citraconate C(\C(\C)=C/C(=O)[O-])(=O)[O-].[Cu+2].N(=C=O)C1C(CCC(C1)N=C=O)C